6-(2,5-dichloropyrimidin-4-yl)-2-(difluoromethyl)-1-(propan-2-yl)-1H-benzimidazole ClC1=NC=C(C(=N1)C=1C=CC2=C(N(C(=N2)C(F)F)C(C)C)C1)Cl